C[C@H](C(C)(C)C)NC(=O)[C@@H]1CN(CC[C@H]1NC(=O)C1=NOC(=C1)C1=C(C=C(C=C1)F)F)C1CCCCC1 (3R,4R)-1-cyclohexyl-4-{[5-(2,4-difluoro-phenyl)-isoxazole-3-carbonyl]-amino}-piperidine-3-carboxylic acid ((R)-1,2,2-trimethyl-propyl)-amide